N1=CC=C(C2=CC=CC=C12)N1CCN(CC1)C(C)=O 1-(4-(quinolin-4-yl)piperazin-1-yl)ethan-1-one